lithium bistrifluorosulfoximide FN=S(=O)(F)F.FN=S(=O)(F)F.[Li]